(R)-N-((S)-2,2-dimethylchroman-4-yl)-4-(2-imino-4,4-dimethyl-6-oxotetrahydropyrimidin-1(2H)-yl)chromane-6-carboxamide CC1(OC2=CC=CC=C2[C@H](C1)NC(=O)C=1C=C2[C@@H](CCOC2=CC1)N1C(NC(CC1=O)(C)C)=N)C